C(C(O)C)(=O)O.C(CC)(=O)N propanamide lactate